1-(benzo[d]thiazol-5-yl)ethyl 4-(6-(1-methyl-1H-pyrazol-4-yl)pyrazolo[1,5-a]pyridin-3-yl)piperazine-1-carboxylate CN1N=CC(=C1)C=1C=CC=2N(C1)N=CC2N2CCN(CC2)C(=O)OC(C)C=2C=CC1=C(N=CS1)C2